5-[(2R,5S)-5-methyl-2-piperidyl]-2-[(3S)-1-methyl-3-piperidyl]-1,3-benzothiazole C[C@H]1CC[C@@H](NC1)C=1C=CC2=C(N=C(S2)[C@@H]2CN(CCC2)C)C1